ClC1=C(C(=O)P(CC)(C(C2=C(C=CC=C2Cl)Cl)=O)=O)C(=CC=C1)Cl Bis(2,6-dichlorobenzoyl)ethylphosphin oxid